Cl.COC([C@H](C1CC1)N)=O (S)-2-amino-2-cyclopropylacetic acid methyl ester hydrochloride